NC1=C(C=C(C(=O)NC=2C(N(C=C(C2)F)C(C(=O)NNCC(=O)OCC)C(C)C)=O)C=C1)Cl ethyl (2-(3-(4-amino-3-chlorobenzamido)-5-fluoro-2-oxopyridin-1(2H)-yl)-3-methylbutanamido)glycinate